ethyl 2-chloroacetate ClCC(=O)OCC